CN1C(CC(CC1)C(=O)O)C(F)(F)F 1-methyl-2-(trifluoromethyl)piperidine-4-carboxylic acid